NCCNC1=CC(=C(C(=C1)F)N1C(N(C=2N=CC(=CC2C=2C=CC(=CC12)Cl)Cl)C)=O)F 10-{4-[(2-aminoethyl)amino]-2,6-difluorophenyl}-4,13-dichloro-8-methyl-6,8,10-triazatricyclo[9.4.0.02,7]pentadeca-1(11),2(7),3,5,12,14-hexaen-9-one